di-(tert-butyl)(3,5-dimethoxyphenyl)phosphine C(C)(C)(C)P(C1=CC(=CC(=C1)OC)OC)C(C)(C)C